(R)-2-(chloromethyl)-1-((tetrahydrofuran-3-yl)methyl)-1H-benzo[d]imidazole-5-carbonitrile ClCC1=NC2=C(N1C[C@@H]1COCC1)C=CC(=C2)C#N